Cl.C1(=CC=CC=C1)N1N=C(N=C1)OCCN 2-(1-phenyl-1H-1,2,4-triazole-3-oxy)ethylamine hydrochloride